(E)-3-(6-(2-(6-methylpyridine-2-yl)-5,6-dihydro-4H-pyrrolo[1,2-b]pyrazol-3-yl)-[1,2,4]triazolo[1,5-a]pyridin-5-yl)acrylamide CC1=CC=CC(=N1)C=1C(=C2N(N1)CCC2)C=2C=CC=1N(C2/C=C/C(=O)N)N=CN1